FC(C(C(=O)N)O)(F)F 3,3,3-trifluoro-2-hydroxy-propanamide